CC1=C(C(=O)NC=2C=CC=C3C=CC=NC23)C=CC=C1 2-methyl-N-(8-quinolinyl)benzamide